NC1=C2N=CN(C2=NC(=N1)Cl)C1CCC(CC1)C(=O)NC=1SC=2C(NC(CC2N1)(C)C)(C)C 4-(6-amino-2-chloro-9H-purin-9-yl)-N-(4,4,6,6-tetramethyl-4,5,6,7-tetrahydro[1,3]thiazolo[5,4-c]pyridin-2-yl)cyclohexanecarboxamide